BrC1=CC=C2C(=CNC2=C1)C(C(C1=CC=CC=C1)NCCC1=CC=C(C=C1)Cl)=O 1-(6-bromo-1H-indol-3-yl)-2-((4-chlorophenethyl)amino)-2-phenylethan-1-one